9,9-dimethoxynonyltriphenyl-phosphonium chloride [Cl-].COC(CCCCCCCC[P+](C1=CC=CC=C1)(C1=CC=CC=C1)C1=CC=CC=C1)OC